octylamine hydrochloride Cl.C(CCCCCCC)N